N-(1H-indazol-3-yl)furan-3-carboxamide N1N=C(C2=CC=CC=C12)NC(=O)C1=COC=C1